1,2-bis(2,2,6,6-tetramethyl-4-piperidinyloxy)-ethane CC1(NC(CC(C1)OCCOC1CC(NC(C1)(C)C)(C)C)(C)C)C